C(C)N(C(=O)NC1=CC(=CC(=C1)C(F)(F)F)F)C1CC2(CN(C2)C(=O)C2=C3N(N=C2)C=CN3C)C1 1-ethyl-3-(3-fluoro-5-(trifluoromethyl)phenyl)-1-(2-(1-methyl-1H-imidazo[1,2-b]pyrazole-7-carbonyl)-2-azaspiro[3.3]heptan-6-yl)urea